CC1=C(C=C(OC(C)C2CCOCC2)C=C1)[N+](=O)[O-] 4-(1-(4-methyl-3-nitrophenoxy)ethyl)tetrahydro-2H-pyran